FC1=C(C(=CC=C1)F)CS1C(C(C(C1)=C=O)C=1N=NC(=CC1)OC)=C=O 1-[(2,6-difluorophenyl)methyl]3-(6-methoxypyridazin-3-yl)2,4-dicarbonylthiophene